COCCN1[C@H](CN(CC1)C(=O)OC(C)(C)C)C tert-butyl (S)-4-(2-methoxyethyl)-3-methylpiperazine-1-carboxylate